C(=O)(O)C1CC2=CC(=CC=C2CC1)OC1=C(C=CC=C1)C1=CC2=CC=CC=C2C=C1 2-carboxy-7-(2-(naphthalen-2-yl)phenoxy)-1,2,3,4-tetrahydronaphthalen